pentan-amine C(CCCC)N